C(C)(C)(C)OC(N[C@@H]1C[C@@H](CCC1)NC(=O)C=1N=CN(C1)C)=O |r| (+/-)-((cis)-3-(1-methyl-1H-imidazole-4-carboxamido)cyclohexyl)carbamic acid tert-butyl ester